FC1=C(C=CC(=N1)C(=O)NC)N1CCN(CC1)C([2H])([2H])[C@@H]1CC=2NC(C(=NC2CC1)C)=O (S)-6-fluoro-N-methyl-5-(4-((2-methyl-3-oxo-3,4,5,6,7,8-hexahydroquinoxalin-6-yl)methyl-d2)piperazin-1-yl)picolinamide